N1CCC(CC1)CCN[C@@H]1C[C@H](CC1)NC1=NC=C(C(=N1)C1=CNC2=CC(=CC=C12)C(=O)O)C(F)(F)F 3-(2-(((1S,3S)-3-((2-(piperidin-4-yl)ethyl)amino)cyclopentyl)amino)-5-(trifluoromethyl)pyrimidin-4-yl)-1H-indole-6-carboxylic acid